3-(3-(4-([1,2,4]triazolo[1,5-a]pyridin-6-ylmethyl)benzyl)isoxazol-5-yl)pyridin N=1C=NN2C1C=CC(=C2)CC2=CC=C(CC1=NOC(=C1)C=1C=NC=CC1)C=C2